N-[[6-(4,6-dimethylpyridine-3-carbonyl)-6-azaspiro[2.5]octan-2-yl]methyl]furo[2,3-c]pyridine-2-carboxamide CC1=C(C=NC(=C1)C)C(=O)N1CCC2(C(C2)CNC(=O)C2=CC=3C(=CN=CC3)O2)CC1